C(C)C1=C(N=C(NC1=O)SCC(=O)NC=1SC=C(N1)C1=CC=C(C=C1)OC)C 2-[(5-Ethyl-1,6-dihydro-4-methyl-6-oxo-2-pyrimidinyl)thio]-N-[4-(4-methoxyphenyl)-2-thiazolyl]-acetamide